5-(3,4-dimethoxybenzyl)dihydrofuran-2(3H)-one COC=1C=C(CC2CCC(O2)=O)C=CC1OC